AZEPANDIONE N1C(C(CCCC1)=O)=O